NC1=C2C(=NC=N1)N(N=C2C2=CC=C(C=C2)OC2=CC=CC=C2)C2CCN(CC2)C(=O)N2CCC(CC2)CCN2CCC(CC2)C=2C=C1CN(C(C1=CC2)=O)C2C(NC(CC2)=O)=O 3-(5-(1-(2-(1-(4-(4-amino-3-(4-phenoxyphenyl)-1H-pyrazolo[3,4-d]pyrimidin-1-yl)piperidine-1-carbonyl)piperidin-4-yl)ethyl)piperidin-4-yl)-1-oxoisoindolin-2-yl)piperidine-2,6-dione